2-methylheptan-2-d CC(C)(CCCCC)[2H]